[Cl-].[Cl-].ClC1=CC=C(C=C1)C(=[Zr+2](C1=CC=CC2=C3C(=C4C=5C=CC=CC5CC4=C21)C=CC=C3)C3C=CC=C3)C3=CC=C(C=C3)Cl di-(p-chlorophenyl)methylene(cyclopentadienyl)(dibenzofluorenyl)zirconium dichloride